S(=O)(=O)(O)O.C(=O)(O)C1=C(C=CC=C1)C=1C2=CC=C(C=C2OC2=CC(C=CC12)=O)N(C)C 9-(2-Carboxyphenyl)-6-dimethylamino-3-xanthenone sulfate